C(C)N(CCC1=CNC2=CC=C(C=C12)OC)CC1=C(C=CC=C1)OC N-ethyl-2-(5-methoxy-1H-indol-3-yl)-N-(2-methoxybenzyl)ethan-1-amine